4-AMINOPYRIDINE NC1=CC=NC=C1